C12(OCC(C1)C2)CN2N=C(C(=C2C(=O)O)C(F)(F)F)C2CC2 1-((2-oxabicyclo[2.1.1]hexan-1-yl)methyl)-3-cyclopropyl-4-(trifluoromethyl)-1H-pyrazole-5-carboxylic acid